ClC=1C=C(C=C(C1)NS(=O)(=O)C)NC(=O)C=1C=NN(C1)C1C(CCC1)OC1=CC=CC=C1 N-(3-chloro-5-(methylsulfonamido)phenyl)-1-(2-phenoxycyclopentyl)-1H-pyrazole-4-carboxamide